N1(CCCCC1)C1CCN(CC1)C1=CC(=C(C=C1C=1C=NN(C1)C)NC1=NC=C(C(=N1)NC1=CC=C(C(=C1P(C)(C)=O)C)C)Br)OC (6-((2-((4-([1,4'-bipiperidin]-1'-yl)-2-methoxy-5-(1-methyl-1H-pyrazol-4-yl)phenyl)amino)-5-bromopyrimidin-4-yl)amino)-2,3-dimethylphenyl)dimethylphosphine oxide